COCCOC1=C(C=CC=C1)C=1N=NC(=C2C1SC=C2)C(=O)NC2=CC=CC=C2 7-[2-(2-methoxyethoxy)phenyl]-N-phenyl-thieno[2,3-d]pyridazine-4-carboxamide